C1(CC1)C(=O)N1N=NC2=C1C=CC=C2 1-cyclopropanecarbonyl-1,2,3-benzotriazole